C1(CC1)C1=C(C(=NO1)C1=C(C=CC=C1Cl)Cl)/C=C/C1C2CN(CC12)C=1C=C2C=CC(=NC2=CC1)C(=O)O (E)-6-(6-(2-(5-cyclopropyl-3-(2,6-dichlorophenyl)isoxazol-4-yl)vinyl)-3-azabicyclo[3.1.0]hex-3-yl)quinoline-2-carboxylic acid